C(C)OC(=O)C=1N(N=CC1F)CC(C)(OC)OC.ClC=1C(=CC(=C(N)C1)F)C=1C=NC(=CC1)C(F)(F)F 5-chloro-2-fluoro-4-(6-(trifluoromethyl)pyridin-3-yl)aniline ethyl-2-(2,2-dimethoxypropyl)-4-fluoro-pyrazole-3-carboxylate